N-(2-Amino-4-nitrobenzyl)-2-naphthamide NC1=C(CNC(=O)C2=CC3=CC=CC=C3C=C2)C=CC(=C1)[N+](=O)[O-]